5-chloro-1-(3-fluoro-4-methylbenzyl)-8-hydroxy-4-(oxazol-5-yl)-1,3-dihydro-2H-benzo[b]azepin-2-one ClC=1C2=C(N(C(CC1C1=CN=CO1)=O)CC1=CC(=C(C=C1)C)F)C=C(C=C2)O